tert-butyl (2-(3-((1R,3R)-2-(2,2-difluoro-3-hydroxypropyl)-3-methyl-2,3,4,9-tetrahydro-1H-pyrido[3,4-b]indol-1-yl)-4-methoxyphenoxy)ethyl)(3-fluoropropyl)carbamate FC(CN1[C@@H](C=2NC3=CC=CC=C3C2C[C@H]1C)C=1C=C(OCCN(C(OC(C)(C)C)=O)CCCF)C=CC1OC)(CO)F